N-(3-fluoro-4-(imidazo[1,2-a]pyridin-8-yloxy)phenyl)-N-(4-fluorophenyl)cyclopropane-1,1-dicarboxamide FC=1C=C(C=CC1OC=1C=2N(C=CC1)C=CN2)N(C(=O)C2(CC2)C(=O)N)C2=CC=C(C=C2)F